COC(=O)C12C3C4C5(C3C1C5C24)C=2N(C=C(N2)C(F)(F)F)C2CC2 (2R,3R,4S,5S)-4-(1-cyclopropyl-4-(trifluoromethyl)-1H-imidazol-2-yl)cubane-1-carboxylic acid methyl ester